BrC=1C=C(C=C(C1OS(=O)(=O)C1=C(C=CC=C1)C)OC)C1=NC2=C(N1)C=CC=C2C(=O)N 2-(3-bromo-5-methoxy-4-((2-methylphenyl)sulfonyloxy)phenyl)-1H-benzo[d]imidazole-4-carboxamide